Cl.Cl.Cl.N1C(CCC1)C(=O)N Pyrrolidine-2-carboxamide trihydrochloride